tert-Butyl 5-[(5-nitrofuran-2-yl)methyl]-2,5-diazabicyclo[2.2.1]heptane-2-carboxylate [N+](=O)([O-])C1=CC=C(O1)CN1C2CN(C(C1)C2)C(=O)OC(C)(C)C